benzyl N-[3-[5-chloro-7-(4,4,5,5-tetramethyl-1,3,2-dioxaborolan-2-yl)benzimidazol-1-yl]propyl]-N-methyl-carbamate ClC1=CC2=C(N(C=N2)CCCN(C(OCC2=CC=CC=C2)=O)C)C(=C1)B1OC(C(O1)(C)C)(C)C